ClC=1N=CC=C2C1N(C(=C2)CN2C[C@H](CCC2)C)COCC[Si](C)(C)C (S)-7-chloro-2-((3-methylpiperidin-1-yl)methyl)-1-((2-(trimethylsilyl)ethoxy)methyl)-1H-pyrrolo[2,3-c]pyridine